FC=1C=C2C(N(C(=NC2=CC1)[C@@H](CCC)N1CCN[C@@H](CC1)C)C)=O 6-fluoro-3-methyl-2-((R)-1-((R)-5-methyl-1,4-diazepan-1-yl)butyl)quinazolin-4(3H)-one